C(C1=CC=CC=C1)OCC1=C(C=C(CCN(C(OC(C)(C)C)=O)CCCF)C=C1F)F tert-butyl (4-((benzyloxy)methyl)-3,5-difluorophenethyl)(3-fluoropropyl)carbamate